CC(C)(CCC(C)(OOC(C)(C)C)C)OOC(C)(C)C 2,5-dimethyl-2,5-di(tert-butylperoxyl)hexane